N-(4-methoxyphenyl)-N-methylpropanamine COC1=CC=C(C=C1)N(CCC)C